ClC1=NN(C(=C1)C(F)(F)F)CC1=CC(C(=C(N1CC)C1=CC(=C(C=C1)Cl)Cl)C(=O)O)=O 6-[[3-chloro-5-(trifluoromethyl)pyrazol-1-yl]methyl]-2-(3,4-dichlorophenyl)-1-ethyl-4-oxo-pyridine-3-carboxylic acid